FC(CN1N=C(C(=C1)C1=NC=NC2=CC(=C(C=C12)C(=C)OCC)OC1COCC1)C1=CC=CC=C1)F 4-(1-(2,2-difluoroethyl)-3-phenyl-1H-pyrazol-4-yl)-6-(1-ethoxyvinyl)-7-((tetrahydrofuran-3-yl)oxy)quinazoline